3-methyl-5-(N-(2-(4-methylpiperazin-1-yl)benzyl)-N-phenethylsulfamoyl)benzofuran-2-carboxylic acid ethyl ester C(C)OC(=O)C=1OC2=C(C1C)C=C(C=C2)S(N(CCC2=CC=CC=C2)CC2=C(C=CC=C2)N2CCN(CC2)C)(=O)=O